CN1C[C@H](CC1)NC=1C=C2C(=CN1)OC(=C2)C#N 5-[[(3S)-1-methylpyrrolidin-3-yl]amino]furo[2,3-c]pyridine-2-carbonitrile